(S)-tert-butyl 4-(7-bromo-6-chloro-3-cyano-2,8-dihydroxyquinolin-4-yl)-3-methylpiperazine-1-carboxylate BrC1=C(C=C2C(=C(C(=NC2=C1O)O)C#N)N1[C@H](CN(CC1)C(=O)OC(C)(C)C)C)Cl